bis(4-trifluoromethylphenoxy)hexafluoropropane FC(C1=CC=C(OC(C(F)(F)F)(C(F)(F)F)OC2=CC=C(C=C2)C(F)(F)F)C=C1)(F)F